S1C(=CC=C1)C1=C(\C=C/2\C(CCC=C2)=O)C=CC=C1 (E)-2-(2-thienyl)benzylidene-3-cyclohexenone